secondary octyl carbonate C(OC(C)CCCCCC)([O-])=O